O[C@@]1(C(N(CC1)C)=O)C1=CN=C(O1)C1=CC(=CC=C1)B1OC(C(O1)(C)C)(C)C (R,S)-3-Hydroxy-1-methyl-3-(2-(3-(4,4,5,5-tetramethyl-1,3,2-dioxaborolan-2-yl)phenyl)oxazol-5-yl)pyrrolidin-2-one